[I-].[NH2+]1CC[NH2+]CC1.[I-] Piperazine-1,4-diium iodide